C1(CC1)N=CC1=CC=C(C=C1)OC N-cyclopropyl-1-(4-methoxyphenyl)methanimine